ClC=1C(=CC(=C(C1)S(=O)(=O)NC=1SC=CN1)F)N[C@@H](C)C1=CC=C(C=C1)Cl (S)-5-chloro-4-((1-(4-chlorophenyl)ethyl)amino)-2-fluoro-N-(thiazol-2-yl)benzenesulfonamide